palladium bromide [Pd](Br)Br